4-vinylbenzylimidazole C(=C)C1=CC=C(CC=2NC=CN2)C=C1